FC1=C(C=CC=C1F)[C@H]1COC2=CC(=CC=C2[C@H]1C1=CC(=C(C=C1)N1CCC(CC1)C(OC)OC)F)O (3S,4R)-3-(2,3-difluorophenyl)-4-(4-(4-(Dimethoxymethyl)piperidin-1-yl)-3-fluorophenyl)chroman-7-ol